N1-(7-(1-Benzylpiperidin-3-yl)pyrazolo[1,5-a]pyrimidin-2-yl)-N2-methylethane-1,2-diamine C(C1=CC=CC=C1)N1CC(CCC1)C1=CC=NC=2N1N=C(C2)NCCNC